ClC1=C(C=C(C=C1)C1=CC=C(O1)\C=C/1\C(=NN(C1=O)C=1C=C(C(=O)OCC)C=CC1)C)C(NC1=CC(=C(C=C1)OC)OC)=O (Z)-Ethyl 3-(4-((5-(4-chloro-3-((3,4-dimethoxyphenyl)carbamoyl)phenyl)furan-2-yl)methylene)-3-methyl-5-oxo-4,5-dihydro-1H-pyrazol-1-yl)benzoate